Cl.Cl.N[C@H]1C[C@@H](CCC1)C1=NC(=C2N1C(=CN=C2NCC2=C(C=C(C=C2)OC)OC)/C=C/CCCCCC(=O)O)Br (E)-8-[3-[(1R,3R)-3-aminocyclohexyl]-1-bromo-8-[(2,4-dimethoxyphenyl)methylamino]-imidazo[1,5-a]pyrazin-5-yl]oct-7-enoic acid dihydrochloride